(hydroxymethyl)benzo[d]imidazo[2,1-b]thiazole-7-carboxamide OCC=1N=C2SC3=C(N2C1)C=CC(=C3)C(=O)N